(5-amino-8-bromo-3-methylcinnolin-6-yl)-[7-fluoro-1-(oxan-2-yl)indazol-4-yl]methanol NC1=C2C=C(N=NC2=C(C=C1C(O)C1=C2C=NN(C2=C(C=C1)F)C1OCCCC1)Br)C